(R)-5-(2-ethoxy-3-pyridinyl)-3-methyl-N-[(2-methyloxazol-5-yl)methyl]-1-[1-methylpropyl]pyrazolo[4,3-b]pyridin-7-amine C(C)OC1=NC=CC=C1C1=CC(=C2C(=N1)C(=NN2[C@@H](CC)C)C)NCC2=CN=C(O2)C